(S)-3-((S)-2-(5-(2-(azetidin-1-yl)ethyl)-2-oxo-4-(trifluoromethyl)pyridin-1(2H)-yl)-4-methylpentanamido)-3-(3',4-difluoro-2',5,6'-trimethyl-[1,1'-biphenyl]-3-yl)propanoic acid N1(CCC1)CCC=1C(=CC(N(C1)[C@H](C(=O)N[C@@H](CC(=O)O)C=1C=C(C=C(C1F)C)C1=C(C(=CC=C1C)F)C)CC(C)C)=O)C(F)(F)F